FC1=CC=C(C=C1)CCNC(CC1N(C(CC1)=O)CC1=CC=C(C=C1)C)=O N-[2-(4-fluorophenyl)ethyl]-2-[1-[(4-methylphenyl)methyl]-5-oxopyrrolidin-2-yl]acetamide